silver copper lead antimony [Sb].[Pb].[Cu].[Ag]